5-chloro-4-[1-(4-methylthiazole-5-carbonyl)-4-piperidinyl]-2-(4-pyridinyl)-1H-pyrimidin-6-one ClC1=C(N=C(NC1=O)C1=CC=NC=C1)C1CCN(CC1)C(=O)C1=C(N=CS1)C